3-amino-4-(cyclopropylamino)-5-methoxyBenzoic acid methyl ester COC(C1=CC(=C(C(=C1)OC)NC1CC1)N)=O